NC=1N=C(SC1C(=O)C=1C=NC(=CC1)OC(F)F)N(C1=CC(=C(C=C1)OC(F)(F)F)F)C(C(=O)N)C [N-[4-amino-5-[6-(difluoromethoxy)pyridine-3-carbonyl]thiazol-2-yl]-3-fluoro-4-(trifluoromethoxy)anilino]propanamide